(R)-ibuprofen-(R)-methylbenzylamine salt CNCC1=CC=CC=C1.OC(=O)[C@H](C)C1=CC=C(CC(C)C)C=C1